2,4,6,8,10-pentamethylcyclopentasiloxane C[SiH]1O[SiH](O[SiH](O[SiH](O[SiH](O1)C)C)C)C